tartaric acid, hydroxide C(C(O)C(O)C(=O)O)(=O)O